CN1C(C2(C3=C4C(=NC=C31)N(C=C4C4=CC=CC=C4)S(=O)(=O)C4=CC=CC=C4)CC4CCC(C2)N4C(=O)OC(C)(C)C)=O tert-Butyl 6'-methyl-7'-oxo-1'-phenyl-3'-(phenylsulfonyl)-6',7'-dihydro-3'H-8-azaspiro[bicyclo[3.2.1]octane-3,8'-dipyrrolo[2,3-b:3',2'-d]pyridine]-8-carboxylate